CC1=CC(=CC=2N(C(=NC21)CN2CCC(CC2)N2N=C(C=C2)OCC2=C(C=C(C=C2)F)F)CC2=CN=CN2CC)C(=O)OCCCCCCCCNC 8-(methylamino)octan-1-ol methyl-2-[(4-{3-[(2,4-difluorophenyl)methoxy]-1H-pyrazol-1-yl}piperidin-1-yl)methyl]-1-[(1-ethyl-1H-imidazol-5-yl)methyl]-1H-benzimidazole-6-carboxylate